water, formate salt C(=O)O.O